ClC1=C(C=C(C=C1)F)C1=CC=C(N=N1)NC1C[C@@H]2[C@@H](CN(C2)C2CCCC2)C1 (3aR,5s,6aS)-N-(6-(2-chloro-5-fluorophenyl)pyridazin-3-yl)-2-cyclopentyloctahydrocyclopenta[c]pyrrol-5-amine